N-boc-1,3-propandiamine C(=O)(OC(C)(C)C)NCCCN